O1CCN(CC1)C=1C2=C(N=CN1)N(C(=C2)C2=CC=C(C=C2)NS(=O)(=O)C2CN(CC2)C2CN(CCC2)C(=O)OC(C)(C)C)COCC[Si](C)(C)C tert-butyl 3-(3-(N-(4-(4-morpholino-7-((2-(trimethylsilyl)ethoxy)methyl)-7H-pyrrolo[2,3-d]pyrimidin-6-yl)phenyl)sulfamoyl)pyrrolidin-1-yl)piperidine-1-carboxylate